FC(C(=O)C1=CC=C(C=C1)OCCCOC1=CC=C(C=C1)C(C(F)(F)F)=NOS(=O)(=O)CCC)(F)F 2,2,2-trifluoro-1-(4-(3-(4-(2,2,2-trifluoro-1-(1-propanesulfonyloxyimino)ethyl)phenoxy)propoxy)phenyl)ethanone